FC1(CC(CCC1)C(C(=O)NC1=CC=C(C=C1)C=1C(=[N+](C=CC1C(F)(F)F)[O-])C)NC(=O)C=1C(=NOC1)C)F 3-(4-(2-(3,3-difluorocyclohexyl)-2-(3-methylisoxazole-4-carboxamido)acetamido)phenyl)-2-methyl-4-(trifluoromethyl)pyridine 1-oxide